(2R)-2,5-bis[(t-butoxycarbonyl)amino]pentanoic acid C(C)(C)(C)OC(=O)N[C@@H](C(=O)O)CCCNC(=O)OC(C)(C)C